BrC1=CC(=C(N(C)C)C=C1)[N+](=O)[O-] 4-bromo-N,N-dimethyl-2-nitroaniline